COC(C(C)(OC=C[C@@H](CCCCCCCCC)C)C)=O |r| (±)-2-methyl-2-((3-methyldodec-1-en-1-yl)oxy)propionic acid methyl ester